COC(=O)C=1SC(=CC1)C#CC1CCN(CC1)C 5-((1-Methylpiperidin-4-yl)ethynyl)thiophene-2-carboxylic acid methyl ester